C(C)C1=CC=C(C=N1)C1=NN2C(N=CC=C2)=C1C(=O)N[C@@H]1C(NC2=C(C(=N1)C1=CC=CC=C1)C=CC=C2)=O 2-(6-ethylpyridin-3-yl)-N-[(3S)-2-oxo-5-phenyl-1,3-dihydro-1,4-benzodiazepine-3-Yl]pyrazolo[1,5-a]pyrimidine-3-carboxamide